C1(CCCC1)C(C[N+](=O)[O-])NC(OC(C)(C)C)=O tert-Butyl N-(1-cyclopentyl-2-nitroethyl)carbamate